FC1=NN2C3=C1C(NCC(OC1=C(C(NC(=N3)C=C2)C)C=CC=C1)C)=O fluoro-7,13-dimethyl-6,7,13,14-tetrahydro-1,15-ethenopyrazolo[4,3-f][1,4,8,10]benzoxatriazacyclotridecin-4(5H)-one